(5-(7-fluoro-1-(4-fluoro-2-methylphenyl)-4-oxo-6-(trifluoromethyl)-1,4-dihydroquinazolin-3(2H)-yl)-6-methyl-2-oxopyridin-1(2H)-yl)methyl dihydrogen phosphate P(=O)(OCN1C(C=CC(=C1C)N1CN(C2=CC(=C(C=C2C1=O)C(F)(F)F)F)C1=C(C=C(C=C1)F)C)=O)(O)O